ClC1=C(CO)C=CC=C1 2-Chlorobenzyl alcohol